OC=1C=C2CC[C@]([C@@H](C2=CC1)C1=CC=C(C=C1)N1CCC(CC1)C=O)(C1=CC=CC=C1)C 1-(4-((1S,2R)-6-hydroxy-2-methyl-2-phenyl-1,2,3,4-tetrahydronaphthalen-1-yl)phenyl)piperidine-4-carbaldehyde